tert-butyl (3r,4r)-4-(4-amino-3-(4-phenoxyphenyl)-1H-pyrazolo[3,4-d]pyrimidin-1-yl)-3-fluoro-[1,4'-bipiperidine]-1'-carboxylate NC1=C2C(=NC=N1)N(N=C2C2=CC=C(C=C2)OC2=CC=CC=C2)[C@H]2[C@@H](CN(CC2)C2CCN(CC2)C(=O)OC(C)(C)C)F